C(C1=CC=CC=C1)N([C@@H](C)C(=O)[O-])P(=O)(OC[C@H]1N(C[C@@H]([C@H]([C@@H]1O)O)O)CCC)OC1=CC=CC=C1 benzyl(phenoxy(((2R,3R,4R,5S)-3,4,5-trihydroxy-1-propylpiperidin-2-yl)methoxy)phosphoryl)-L-alaninate